3-[(4-Chlorophenyl)amino]-4-[(2-phenylethyl)amino]cyclobut-3-ene-1,2-dione ClC1=CC=C(C=C1)NC=1C(C(C1NCCC1=CC=CC=C1)=O)=O